1-(5-((4-(4-amino-3-(4-phenoxyphenyl)-1H-pyrazolo[3,4-d]pyrimidin-1-yl)piperidin-1-yl)methyl)-2-fluorophenyl)dihydropyrimidine-2,4(1H,3H)-dione NC1=C2C(=NC=N1)N(N=C2C2=CC=C(C=C2)OC2=CC=CC=C2)C2CCN(CC2)CC=2C=CC(=C(C2)N2C(NC(CC2)=O)=O)F